N[C@H]1CC(N(C1)C1=NC=2N(C(=C1)N(C(OC(C)(C)C)=O)CC1=CC=C(C=C1)C1=NC=CC=C1)N=CC2C2CC2)=O tert-butyl (S)-(5-(4-amino-2-oxopyrrolidin-1-yl)-3-cyclopropylpyrazolo[1,5-a]pyrimidin-7-yl)(4-(pyridin-2-yl)benzyl)carbamate